BrC=1C=C2C(=NC1)C1=C(N2)C(=NN1C)C(=O)OC Methyl 6-bromo-1-Methyl-1,4-dihydropyrazolo[3',4':4,5]pyrrolo[3,2-b]pyridine-3-carboxylate